ClC=1C(=C(C(=C(C1)C(C)N1N=C(C=2C1=NC=NC2N)C)OCC)C2CN(C2)C(C)C)C 1-{1-[5-Chloro-2-ethoxy-3-(1-isopropylazetidin-3-yl)-4-methylphenyl]ethyl}-3-methyl-1H-pyrazolo[3,4-d]pyrimidin-4-amine